5-bromo-3,4-dimethyl-3,4-dihydroquinolin-2(1H)-one BrC1=C2C(C(C(NC2=CC=C1)=O)C)C